C(#N)C=1C=C(C(=NC1)OC)S(=O)(=O)NC1=C(C(=C(C=C1)F)C=1N=CC=2N(C1)C=NC2C=2NC=CN2)F 5-cyano-N-[2,4-difluoro-3-[1-(1H-imidazol-2-yl)imidazo[1,5-a]pyrazin-6-yl]phenyl]-2-methoxypyridine-3-sulfonamide